7-(4-Bromodibenzofuran-1-yl)benzo[c]carbazol BrC1=CC=C(C2=C1OC1=C2C=CC=C1)N1C=2C=CC=CC2C=2C3=C(C=CC12)C=CC=C3